OCCCOC1=CC=C(C=C1)C#CC1=CC=C(C(=O)OC2=C(C(=O)OCCCC)C=C(C=C2)OC(C2=CC=C(C=C2)C#CC2=CC=C(C=C2)OCCCO)=O)C=C1 butyl 2,5-bis[[4-[2-[4-(3-hydroxypropoxy)phenyl]ethynyl]-benzoyl]oxy]benzoate